(1-(4-(2-methoxyquinolin-3-yl)pyrimidin-2-yl)piperidin-4-yl)methanamine COC1=NC2=CC=CC=C2C=C1C1=NC(=NC=C1)N1CCC(CC1)CN